C(=C)[C@H]1O[C@H]([C@H]2[C@@H]1OC(O2)(C)C)N2C=C(C1=C2N=CN=C1N)Br 7-[(3aR,4R,6R,6aR)-6-ethenyl-2,2-dimethyl-tetrahydro-2H-furo[3,4-d][1,3]dioxol-4-yl]-5-bromo-7H-pyrrolo[2,3-d]pyrimidin-4-amine